2,4-dimethyl-1-heptene CC(=C)CC(CCC)C